(1S,2R)-N-(7-chloro-6-(1-((3S,4S)-4-hydroxytetrahydrofuran-3-yl)piperidin-4-yl)isoquinolin-3-yl)-5-oxaspiro[2.4]heptane-1-carboxamide ClC1=C(C=C2C=C(N=CC2=C1)NC(=O)[C@H]1CC12COCC2)C2CCN(CC2)[C@H]2COC[C@H]2O